tert-butyl (2-(2-(3-amino-5-(di-tert-butylsilyl)-1H-pyrazol-1-yl)ethoxy)ethyl)carbamate NC1=NN(C(=C1)[SiH](C(C)(C)C)C(C)(C)C)CCOCCNC(OC(C)(C)C)=O